1-(4-(1-(2,6-dichlorophenyl)azetidin-3-yl)-2,6-dimethylbenzyl)piperidine-4-carboxylic acid ClC1=C(C(=CC=C1)Cl)N1CC(C1)C1=CC(=C(CN2CCC(CC2)C(=O)O)C(=C1)C)C